C(C)(C)(C)C1=CC(=C2CCC(C2=C1)(C)C)N(C1=CC=C(C=N1)C(=O)O)CCC 6-[(6-tert-butyl-1,1-dimethyl-2,3-dihydro-1H-inden-4-yl)(propyl)amino]pyridine-3-carboxylic Acid